ClC(C(C(F)Cl)Cl)Cl 1,1,2,3-tetrachloro-3-fluoropropane